C(C)C1=C(C(OC12CC1(CCCCC1)CO2)=O)C 4-Ethyl-3-methyl-1,14-dioxadispiro[4.1.57.25]tetradec-3-en-2-on